(S*)-N-(5-(1,1-difluoropropyl)-4-((4-methoxy-1-methyl-5-(2,2,2-trifluoro-1-hydroxyethyl)-1H-indazol-3-yl)amino)pyridin-2-yl)cyclopropanecarboxamide FC(CC)(F)C=1C(=CC(=NC1)NC(=O)C1CC1)NC1=NN(C2=CC=C(C(=C12)OC)[C@@H](C(F)(F)F)O)C |o1:29|